2-[2-(4,4-difluoroazepan-1-yl)-3-quinolinyl]-4-oxo-1H-1,6-naphthyridine-5-carbonitrile FC1(CCN(CCC1)C1=NC2=CC=CC=C2C=C1C=1NC=2C=CN=C(C2C(C1)=O)C#N)F